Exo-4-(4-chlorobenzyl)-2-(3-(5-methylpyridazin-4-yl)-1H-pyrazol-5-yl)-2-aza-bicyclo[3.1.0]hexan-3-one ClC1=CC=C(CC2C(N(C3CC23)C2=CC(=NN2)C2=CN=NC=C2C)=O)C=C1